C1(=CC=CC=C1)CC1=CC=CC=C1 1,1-diphenylmethane